C1(CC1)O[C@H]1[C@H](CNCC1)N1C(C2=CC=CC=C2C1=O)=O ((3S,4R)-4-cyclopropyloxypiperidin-3-yl)isoindoline-1,3-dione